N1(C=NC=C1)CC=1C=CC(=C(C1)NC(=O)C1=CC(=NN1C1=CC(=CC=C1)C#N)C(F)(F)F)F N-(5-((1H-imidazol-1-yl)methyl)-2-fluorophenyl)-1-(3-cyanophenyl)-3-(trifluoromethyl)-1H-pyrazole-5-carboxamide